N-[1-(2,2-difluoroethyl)-5-methyl-1H-pyrazol-4-yl]-4-methyl-3-[2-(pyridin-3-yl)ethynyl]benzamide FC(CN1N=CC(=C1C)NC(C1=CC(=C(C=C1)C)C#CC=1C=NC=CC1)=O)F